Bromo-N-ethyl-2-pentanamidobenzamide BrC=1C(=C(C(=O)NCC)C=CC1)NC(CCCC)=O